3-Hydroxy-4-methoxy-benzoic acid OC=1C=C(C(=O)O)C=CC1OC